BrC1=CN(C2=C(C=CC=C12)C(=O)NN)COCC[Si](C)(C)C 3-bromo-1-[[2-(trimethylsilyl)ethoxy]methyl]indole-7-carbohydrazide